3-(4-(4-amino-7-methyl-7H-pyrrolo[2,3-d]pyrimidin-5-yl)benzylamino)-6-cyano-N-((5-fluoropyridin-3-yl)methyl)pyrazine-2-carboxamide NC=1C2=C(N=CN1)N(C=C2C2=CC=C(CNC=1C(=NC(=CN1)C#N)C(=O)NCC=1C=NC=C(C1)F)C=C2)C